4-((1,3-Dioxoisoindolin-5-yl)amino)-N-(4-(4-methylpiperazin-1-yl)phenyl)-2-oxo-1,2-dihydropyridine-3-carboxamide O=C1NC(C2=CC(=CC=C12)NC1=C(C(NC=C1)=O)C(=O)NC1=CC=C(C=C1)N1CCN(CC1)C)=O